C[C@H](C1=CC=CC=C1)N (R)-(+)-α-methyl-benzylamine